t-butyl 2-[1-[3-[(2,6-dioxo-3-piperidyl)-methyl-amino]phenyl]-4-fluoro-4-piperidyl]acetate O=C1NC(CCC1N(C=1C=C(C=CC1)N1CCC(CC1)(F)CC(=O)OC(C)(C)C)C)=O